1-(1-(4-(3-hydroxyoxetan-3-yl)benzoyl)piperidin-4-yl)-3-(4-(trifluoromethyl)phenyl)sulfonylurea OC1(COC1)C1=CC=C(C(=O)N2CCC(CC2)NC(=O)NS(=O)(=O)C2=CC=C(C=C2)C(F)(F)F)C=C1